4-octanolide C1(CCC(CCCC)O1)=O